4-((4-bromophenylethyl)amino)-3-methoxy-5-nitrobenzonitrile BrC1=CC=C(C=C1)CCNC1=C(C=C(C#N)C=C1[N+](=O)[O-])OC